1-azido-3-chloropropan-2-ol N(=[N+]=[N-])CC(CCl)O